2-(4-(8-(1-propenoylpyrrolidin-3-yl)quinazolin-6-yl)benzamido)isonicotinamide C(C=C)(=O)N1CC(CC1)C=1C=C(C=C2C=NC=NC12)C1=CC=C(C(=O)NC=2C=C(C(=O)N)C=CN2)C=C1